3-Cyano-6,6-dimethyl-11-oxo-6,11-dihydro-5H-benzo[b]carbazol-8-carboxylic acid (2-hydroxy-ethoxy)-amide OCCONC(=O)C=1C=CC2=C(C(C=3NC4=CC(=CC=C4C3C2=O)C#N)(C)C)C1